Butyl(tert-butoxycarbonyl)(5-(3-nitrophenyl)thiazol-2-yl)carbamate C(CCC)OC(N(C=1SC(=CN1)C1=CC(=CC=C1)[N+](=O)[O-])C(=O)OC(C)(C)C)=O